C(C)(C)(C)OC(=O)N1CCN(CC1)C1=C(C(=NC2=C(C=CC=C12)OC1=C(C=CC=C1O)F)C1=CC(=CC=C1)CN(C)C)C#N 4-(3-cyano-2-(3-((dimethylamino)methyl)phenyl)-8-(2-fluoro-6-hydroxyphenoxy)quinolin-4-yl)piperazine-1-carboxylic acid tert-butyl ester